4-chloro-1-cyclopropyl-1H-benzo[d]imidazol-2(3H)-one ClC1=CC=CC=2N(C(NC21)=O)C2CC2